C[Si](OCCCCCCCCCC=C)(C)C trimethyl-(undec-10-en-1-yloxy)silane